FC(C1=NN=C(O1)C1=CC(=C(CN(S(=O)(=O)C)C=2C=C3CCCC3=CC2)C=C1)F)F N-(4-(5-(difluoromethyl)-1,3,4-oxadiazol-2-yl)-2-fluorobenzyl)-N-(2,3-dihydro-1H-inden-5-yl)methanesulfonamide